F[C@H]1CNCC[C@H]1OC1=CC2=C(N=C(O2)C)C=C1 6-(((3S,4R)-3-fluoropiperidin-4-yl)oxy)-2-methylbenzo[d]oxazole